ClC1=C(C(OC2=CC(=C(C=C12)[N+](=O)[O-])N(CC)CC)=O)C=C(C#N)C=1SC2=C(N1)C=CC(=C2)C(=O)O 2-(2-(4-chloro-7-(diethylamino)-6-nitro-2-oxo-2H-chromen-3-yl)-1-cyanovinyl)benzo[d]thiazole-6-carboxylic acid